3-chloro-2-(3,3,3-trifluoropropylsulfanyl)phenol ClC=1C(=C(C=CC1)O)SCCC(F)(F)F